C(C)OP(=O)(OCC)C(C(=O)O)F (diethoxyphosphoryl)(fluoro)acetic acid